(R)-2-bromo-7-ethyl-6,7-dihydro-5H-cyclopenta[B]pyridin-7-ol BrC1=CC=C2C(=N1)[C@@](CC2)(O)CC